C(C1=CC=CC=C1)(C1=CC=CC=C1)(C1=CC=CC=C1)OC tritylmethyl ether